C(C)(C)(C)S(=O)\N=C\C1=C(C(=O)N(C)C)C=C(N=C1Cl)N1[C@@H](COCC1)C 3-((E)-((tert-butylsulfinyl)imino)methyl)-2-chloro-N,N-dimethyl-6-((R)-3-methylmorpholino)isonicotinamide